8,8-dimethyl-7-oxo-2-(2-(trifluoromethyl)pyrimidine-4-carbonyl)-2-azaspiro[3.5]non-5-ene-6-carbonitrile CC1(C(C(=CC2(CN(C2)C(=O)C2=NC(=NC=C2)C(F)(F)F)C1)C#N)=O)C